P(OC(C(F)(F)F)(F)F)(OC(C(F)(F)F)(F)F)[O-] di(pentafluoroethyl) phosphite